CC1N(C(C2=C(C=CC=C12)OC1=NC(=NC=C1C(F)(F)F)NC1=CC(=C(C(=O)NC2CC3(C2)CCN(CC3)C)C=C1OC)F)=O)C 4-((4-((1,2-dimethyl-3-oxoisoindol-4-yl)oxy)-5-(trifluoromethyl)pyrimidin-2-yl)amino)-2-fluoro-5-methoxy-N-(7-methyl-7-azaspiro[3.5]nonan-2-yl)benzamide